C(C)(C)OC=1N=C2C(=NC1NC1=CC=C(C=C1)C(F)(F)F)NC(=N2)C(F)(F)F 5-Isopropoxy-2-(trifluoromethyl)-N-(4-(trifluoromethyl)phenyl)-1H-imidazo[4,5-b]pyrazin-6-amin